N1N=CC2=C(C=CC=C12)CN1N=CC2=C(N(C=3C=C(C=CC23)C2=C(C=CC=C2)F)C)C1=O 3-((1H-indazol-4-yl)methyl)-7-(2-fluorophenyl)-5-methyl-3,5-dihydro-4H-pyridazino[4,5-b]indol-4-one